(1-cyano-2-ethoxy-2-oxoethylideneaminooxy)Dimethylamino-morpholino-carbenium hexafluorophosphate F[P-](F)(F)(F)(F)F.C(#N)C(C(=O)OCC)=NO[C+](N1CCOCC1)N(C)C